BrC=1C=CC2=C(N=C(S2)NC(CNC(OC(C)(C)C)=O)=O)C1 Tert-butyl (2-((5-bromobenzo[d]thiazol-2-yl)amino)-2-oxoethyl)carbamate